NC1=C(C=C(C=N1)NC(C(=O)N1[C@@H](CC[C@H](C1)C)C1=CC=C(C=C1)CO)=O)C N-(6-amino-5-methyl-3-pyridyl)-2-[(2S,5R)-2-[4-(Hydroxymethyl)phenyl]-5-methyl-1-piperidyl]-2-oxo-acetamide